C(C)C1=C2C(=CC(=C1)O2)CC (2,6-diethyl-1,4-phenylen)ether